(RS)-1-(2-nitrophenyl)ethanol [N+](=O)([O-])C1=C(C=CC=C1)[C@@H](C)O |r|